2,3,6-Trimethylbenzoquinone CC=1C(C(=CC(C1C)=O)C)=O